NC(C(=O)O)(CCCCB(O)O)CCCN1CCN(CC1)C1=NC=C(C=C1)C(F)(F)F 2-amino-6-borono-2-(3-(4-(5-(trifluoromethyl)pyridin-2-yl)piperazin-1-yl)propyl)hexanoic acid